S(=O)([O-])S(=O)O.S(=O)(=O)(O)S(=O)(=O)O.[Na+] sodium dithionate (hydrosulfite)